2-chloro-3-(10-(2,6-diphenylpyrimidin-4-yl)anthracene-9-yl)quinoxaline ClC1=NC2=CC=CC=C2N=C1C=1C2=CC=CC=C2C(=C2C=CC=CC12)C1=NC(=NC(=C1)C1=CC=CC=C1)C1=CC=CC=C1